(4-(2,6-dichloropyrimidin-4-yl)thiomorpholin-3-yl)methanol ClC1=NC(=CC(=N1)N1C(CSCC1)CO)Cl